(S)-N-((1-(difluoromethyl)-7-(1,2-dihydroxyethyl)-4-(4-(trifluoromethoxy)phenyl)-1H-benzo[d]imidazol-6-yl)methyl)acrylamide FC(N1C=NC2=C1C(=C(C=C2C2=CC=C(C=C2)OC(F)(F)F)CNC(C=C)=O)[C@@H](CO)O)F